3-(1-(tert-Butoxycarbonyl)pyrrolidin-3-yl)propionic acid C(C)(C)(C)OC(=O)N1CC(CC1)CCC(=O)O